N-(5-cyano-4-((2-(methylsulfinyl)ethyl)amino)pyridin-2-yl)-7-formyl-6-((4-methyl-2-oxopiperazin-1-yl)methyl)-3,4-dihydro-1,8-naphthyridine-1(2H)-carboxamide C(#N)C=1C(=CC(=NC1)NC(=O)N1CCCC2=CC(=C(N=C12)C=O)CN1C(CN(CC1)C)=O)NCCS(=O)C